C(C)(=O)O[C@H]1C(OC[C@@H]([C@@H]1OC(C)=O)OC(C)=O)Br (3R,4S,5S)-2-bromotetrahydro-2H-pyran-3,4,5-trisyl triacetate